COC(CC1=NC=CC(=C1)Br)=O 4-bromopyridine-2-acetic acid methyl ester